4-(4-((trifluoromethyl)thio)phenyl)pyrrolo[1,2-a]quinoxaline-7-carboxylic acid FC(SC1=CC=C(C=C1)C=1C=2N(C3=CC=C(C=C3N1)C(=O)O)C=CC2)(F)F